6-(3-morpholinopropoxy)-N-(2-oxo-2-(2-(2-oxo-2-((pyridin-3-ylmethyl)amino)acetyl)pyrrolidin-1-yl)ethyl)quinoline-4-carboxamide O1CCN(CC1)CCCOC=1C=C2C(=CC=NC2=CC1)C(=O)NCC(N1C(CCC1)C(C(NCC=1C=NC=CC1)=O)=O)=O